2-chloro-N-(1-(4-(1-methyl-4-(trifluoromethyl)-1H-imidazol-2-yl)phenyl)ethyl)-9-(tetrahydro-2H-pyran-2-yl)-9H-purin-6-amine ClC1=NC(=C2N=CN(C2=N1)C1OCCCC1)NC(C)C1=CC=C(C=C1)C=1N(C=C(N1)C(F)(F)F)C